methoxyl-triethylsilane O(C)[Si](CC)(CC)CC